4-amino-1-(6-{[5-chloro-6-(2,6-dimethylphenyl)pyridin-2-yl]sulfamoyl}pyridin-2-yl)piperidine-4-carboxylic acid NC1(CCN(CC1)C1=NC(=CC=C1)S(NC1=NC(=C(C=C1)Cl)C1=C(C=CC=C1C)C)(=O)=O)C(=O)O